O1CCC2C1CN(C2)C2=C(C=C1C(=N2)COC1)C(=O)OC methyl 2-(2,3,3a,4,6,6a-hexahydrofuro[2,3-c]pyrrol-5-yl)-5,7-dihydrofuro[3,4-b]pyridine-3-carboxylate